C1(=C(C(=CC=C1)C)C)OP(OC1=C(C(=CC=C1)C)C)(=O)Cl.C1(CCCCCCC1)C(C(=O)NC1=CC=C2C(=C1)NC(C21CCOCC1)=O)NS(=O)(=O)C 2-cyclooctyl-2-(methanesulfonylamino)-N-(2-oxospiro[indoline-3,4'-tetrahydropyran]-6-yl)acetamide Dixylyl-Phosphorochloridate